(S)-5-((4-((2-hydroxy-1-phenylethyl)amino)-5-(5-(2-hydroxypropan-2-yl)-1,3,4-oxadiazol-2-yl)pyridin-2-yl)amino)-3,3-dimethylbenzo[c][1,2]oxaborol-1(3H)-ol OC[C@H](C1=CC=CC=C1)NC1=CC(=NC=C1C=1OC(=NN1)C(C)(C)O)NC1=CC2=C(B(OC2(C)C)O)C=C1